4-((7,7-difluoro-9-isopropyl-5-methyl-6-oxo-6,7,8,9-tetrahydro-5H-pyrimido[4,5-b][1,4]diazepin-2-yl)amino)-3-methoxy-N-(1,4-dioxa-8-azaspiro[4.5]decan-8-yl)benzamide FC1(C(N(C2=C(N(C1)C(C)C)N=C(N=C2)NC2=C(C=C(C(=O)NN1CCC3(OCCO3)CC1)C=C2)OC)C)=O)F